4,6-dibromo-2,3-dihydro-1H-inden-5-amine BrC1=C2CCCC2=CC(=C1N)Br